ClC=1C=CC(=C(C1)N1C(C(N(CC1)[C@H](C(=O)NC=1C=C2C=C(NC2=CC1)C(=O)O)CC1=CC=CC=C1)=O)=O)N1N=NN=C1 (S)-5-(2-(4-(5-chloro-2-(1H-tetrazol-1-yl)phenyl)-2,3-dioxopiperazin-1-yl)-3-phenylpropionamido)-1H-indole-2-carboxylic acid